NC=1C2=C(N=CN1)N(C(=C2C2=CC=C(C=C2)C(=O)N2CCCC2)C2=CC=C(C=C2)N2S(C=CCC2)(=O)=O)C (4-(4-amino-6-(4-(1,1-dioxido-3,4-dihydro-2H-1,2-thiazin-2-yl)phenyl)-7-methyl-7H-pyrrolo[2,3-d]pyrimidin-5-yl)phenyl)(pyrrolidin-1-yl)methanone